COC1=NC=CC=C1C=1C=NN2C1N=C(C=C2)N2CC1=C(CC2)N=CN1CC1(COC1)C 5-(3-(2-methoxypyridin-3-yl)pyrazolo[1,5-a]pyrimidin-5-yl)-3-((3-methyloxetan-3-yl)methyl)-4,5,6,7-tetrahydro-3H-imidazo[4,5-c]pyridine